thiazol-4-yl-[4-[5-(trifluoromethyl)-1,2,4-oxadiazol-3-yl]phenyl]methanol S1C=NC(=C1)C(O)C1=CC=C(C=C1)C1=NOC(=N1)C(F)(F)F